N1C=CC=2C1=NC=CC2C(C)OC=2C=C1C(=NNC1=CC2)C=2C=CC(=NC2)N2CC1(C2)CCC(CC1)O 2-(5-(5-(1-(1H-pyrrolo[2,3-b]pyridin-4-yl)ethoxy)-1H-indazol-3-yl)pyridin-2-yl)-2-azaspiro[3.5]nonan-7-ol